N-[2,3-difluoro-4-(2-oxabicyclo[2.1.1]hexan-4-ylmethoxy)phenyl]-6-[(3S)-pyrrolidin-3-yl]oxy-pyrido[3,2-d]pyrimidin-4-amine FC1=C(C=CC(=C1F)OCC12COC(C1)C2)NC=2C1=C(N=CN2)C=CC(=N1)O[C@@H]1CNCC1